1-{2-[(3S)-1-{[(3R,4R)-3-fluoro-1-(trans-4-methoxycyclohexyl)-4-(4-methoxyphenyl)pyrrolidin-3-yl]carbonyl}pyrrolidin-3-yl]-5-(trifluoromethyl)phenyl}piperidine-4-carboxylic acid F[C@]1(CN(C[C@H]1C1=CC=C(C=C1)OC)[C@@H]1CC[C@H](CC1)OC)C(=O)N1C[C@@H](CC1)C1=C(C=C(C=C1)C(F)(F)F)N1CCC(CC1)C(=O)O